2-methyl-5-oxo-N-(pyridin-2-ylmethyl)-6-(pyridin-4-ylmethyl)-5,6-dihydro-1,6-naphthyridine-3-carboxamide CC1=NC=2C=CN(C(C2C=C1C(=O)NCC1=NC=CC=C1)=O)CC1=CC=NC=C1